SC(C1C(CC(CC1)C)=O)(C)C 8-mercaptomenthan-3-on